2-(((benzyloxy)carbonyl)amino)-3-(7-cyclopropylthieno[3,2-b]pyridine-2-carboxamido)propanoate C(C1=CC=CC=C1)OC(=O)NC(C(=O)[O-])CNC(=O)C1=CC2=NC=CC(=C2S1)C1CC1